COC=1C=C(C=CC1OC)C1=NNC(=C1)C1=CC=C(C=C1)O 3-(3,4-Dimethoxyphenyl)-5-(4-hydroxyphenyl)-1H-pyrazole